10-(3,5,6-tri(9H-carbazol-9-yl)-4-(3,5-dimethylphenyl)pyridin-2-yl)-10H-phenoxazine C1=CC=CC=2C3=CC=CC=C3N(C12)C=1C(=NC(=C(C1C1=CC(=CC(=C1)C)C)N1C2=CC=CC=C2C=2C=CC=CC12)N1C2=CC=CC=C2C=2C=CC=CC12)N1C2=CC=CC=C2OC=2C=CC=CC12